2-methyl-4-methylene-2-pentyltetrahydro-2H-pyran CC1(OCCC(C1)=C)CCCCC